2-[[2-butyl-4-(difluoromethyl)imidazol-1-yl]methyl]-5-chloro-pyrimidine C(CCC)C=1N(C=C(N1)C(F)F)CC1=NC=C(C=N1)Cl